2-(2,3-Dimethyl-1H-indol-6-yl)-2-(4-hydroxyphenyl)-2-(thiophen-2-yl)acetonitrile CC=1NC2=CC(=CC=C2C1C)C(C#N)(C=1SC=CC1)C1=CC=C(C=C1)O